lithium-manganese-oxide lithium [Li+].[O-2].[Mn+2].[Li+].[O-2]